FC=1C=C(OC[C@H](C)N2CCC3(CC2)C(NC2=CC=C(C=C23)C#N)=O)C=C(C1S(=O)(=O)C)F 1'-[(2S)-1-(3,5-difluoro-4-methanesulfonyl-phenoxy)propan-2-yl]-2-oxo-1,2-dihydrospiro[indole-3,4'-piperidine]-5-carbonitrile